C(C1=CC=CC=C1)SC1=CC(=CC=C1)COCCOC 1-(benzylthio)-3-[(2-methoxyethoxy)methyl]benzene